1-biphenyl-3-ylmethyl-4-(4,4,5,5-tetramethyl-[1,3,2]dioxaborolan-2-yl)-1H-pyrazole C1(=CC(=CC=C1)CN1N=CC(=C1)B1OC(C(O1)(C)C)(C)C)C1=CC=CC=C1